8-(1H-pyrrolo[2,3-b]pyridin-4-yl)-5H-[1,2,4]triazolo[4,3-a]quinoxaline N1C=CC=2C1=NC=CC2C2=CC=C1NC=C3N(C1=C2)CN=N3